1-[(E)-4-bromobut-2-enoxy]-3-fluoro-5-methoxy-benzene BrC/C=C/COC1=CC(=CC(=C1)OC)F